O=C1NC(CCC1N1C(C2=CC=CC(=C2C1)NC(CCCCCC(=O)O)=O)=O)=O 7-((2-(2,6-dioxopiperidin-3-yl)-1-oxoisoindolin-4-yl)amino)-7-oxoheptanoic acid